tert-butyl ((S)-1-(3-((S)-2-methylpiperidin-1-yl)-1,2,4-oxadiazol-5-yl)ethyl)carbamate C[C@@H]1N(CCCC1)C1=NOC(=N1)[C@H](C)NC(OC(C)(C)C)=O